(S)-1'-(8-((2-amino-3-chloropyridin-4-yl)thio)imidazo[1,2-c]pyrimidin-5-yl)-6-fluoro-1,3-dihydrospiro[inden-2,4'-piperidin]-1-amine NC1=NC=CC(=C1Cl)SC=1C=2N(C(=NC1)N1CCC3(CC1)[C@@H](C1=CC(=CC=C1C3)F)N)C=CN2